dl-3,3,3-trifluoropropyldimethoxysilane FC(CC[SiH](OC)OC)(F)F